tert-Butyl 2-[1-[6-methyl-2-(2-methyl-1H-benzimidazol-5-yl)-4-oxo-chromen-8-yl]ethylamino]benzoate CC=1C=C2C(C=C(OC2=C(C1)C(C)NC1=C(C(=O)OC(C)(C)C)C=CC=C1)C1=CC2=C(NC(=N2)C)C=C1)=O